CC1=CC(=NC=C1)C1=NC=CC(=C1)C 4,4'-dimethyl-2,2'-bipyridyl